FC1=CC(=C(C(=C1)C)C=1C(C(=CN(C1)C)C(=O)N)=O)C 5-(4-fluoro-2,6-dimethylphenyl)-1-methyl-4-oxopyridine-3-carboxamide